C1(CCCC1)C(C#N)C cyclopentylpropionitrile